F[C@@H]1CCNC1 (2S,4R)-4-fluoropyrrolidine